(2R)-3-[5,7-difluoro-2-(4-fluorophenyl)-1H-indol-3-yl]-2-hydroxy-N-[(3S,4R)-4-hydroxy-2-oxo-pyrrolidin-3-yl]propanamide FC=1C=C2C(=C(NC2=C(C1)F)C1=CC=C(C=C1)F)C[C@H](C(=O)N[C@@H]1C(NC[C@H]1O)=O)O